1,3-bis(1,2,4-triazol-1-yl)-propane N1(N=CN=C1)CCCN1N=CN=C1